Ethanesulfonic acid [5-(5-fluoro-1-methyl-2-oxo-1,2,3,4-tetrahydro-quinolin-6-yl)-pyridin-3-ylmethyl]-amide FC1=C2CCC(N(C2=CC=C1C=1C=C(C=NC1)CNS(=O)(=O)CC)C)=O